fluoro-1-((2R,3S,4R,5R)-3-fluoro-4-hydroxy-5-(hydroxymethyl)-5-(iodomethyl)tetrahydrofuran-2-yl)pyrimidin-2(1H)-one FC1=NC(N(C=C1)[C@@H]1O[C@]([C@H]([C@@H]1F)O)(CI)CO)=O